C(#N)C=1C=C(C(=C2C(=C(N(C12)COCC[Si](C)(C)C)C)C)C1=C[C@H](CCC1)N(C(OC(C)(C)C)=O)C)F tert-butyl (S)-(3-(7-cyano-5-fluoro-2,3-dimethyl-1-((2-(trimethylsilyl)ethoxy)methyl)-1H-indol-4-yl)cyclohex-2-en-1-yl)(methyl)carbamate